NCC1=CC(=C(C=C1)NC(=O)C1=CC2=C(OCCC3=C2SC=C3)C=C1C=1C(=NC(=CC1)C(NCCC)=O)C(=O)O)OCCC1=CC=CC=C1 3-(9-((4-(aminomethyl)-2-phenethoxyphenyl)carbamoyl)-4,5-dihydrobenzo[b]thieno[2,3-d]oxepin-8-yl)-6-(propylcarbamoyl)picolinic acid